3-(4-hydroxyphenyl)-5H,6H,7H,8H-[1,2,4]triazolo[4,3-a]pyridin-7-ol OC1=CC=C(C=C1)C1=NN=C2N1CCC(C2)O